N-(3-((8-(2H-tetrazol-5-yl)benzo[c][2,6]naphthyridin-5-yl)amino)propyl)-3-aminopropanamide N=1NN=NC1C=1C=CC2=C(N=C(C3=CC=NC=C23)NCCCNC(CCN)=O)C1